C1(CC1)C1=NC=NC(=C1C=1N=C(C2=C(N1)CCNC2)SC)OC 2-(4-cyclopropyl-6-methoxypyrimidin-5-yl)-4-(methylthio)-5,6,7,8-tetrahydropyrido[4,3-d]pyrimidine